bis-decyltetradecylpentadecanol C(CCCCCCCCC)C(C(O)(CCCCCCCCCCCCCC)CCCCCCCCCC)CCCCCCCCCCCCC